2-(9H-fluorene-9-ylidene)acetaldehyde C1=CC=CC=2C3=CC=CC=C3C(C12)=CC=O